C(C(C)C)[C@@H](C#N)CC#N |r| racemic-2-isobutyl-succinonitrile